methyl (4S)-4-amino-1-cyclopentene-1-carboxylate N[C@H]1CC=C(C1)C(=O)OC